5-(benzylsulfanyl)-3-methyl-1,2-thiazole C(C1=CC=CC=C1)SC1=CC(=NS1)C